5-(1,3-dioxoisoindolin-2-yl)pent-2-enoic acid ethyl ester C(C)OC(C=CCCN1C(C2=CC=CC=C2C1=O)=O)=O